ClC1=NC(=NC(=N1)C1=CC=C(C=C1)C1=CC=CC2=CC=CC=C12)C1=CC=CC=C1 2-chloro-4-(4-(naphthalen-1-yl)phenyl)-6-phenyl-1,3,5-triazine